FC1=C2C(=CC=3C(NC=NC13)=O)N(C=N2)C 4-fluoro-1-methyl-1H-imidazo[4,5-g]Quinazolin-8(7H)-one